6-(2-(5-(difluoromethyl)pyrimidin-2-yl)cyclobutyl)-4-oxo-1-(1-(6-(trifluoromethyl)pyridin-3-yl)ethyl)-4,5-dihydro-1H-pyrazolo[3,4-d]pyrimidine-3-carbonitrile FC(C=1C=NC(=NC1)C1C(CC1)C=1NC(C2=C(N1)N(N=C2C#N)C(C)C=2C=NC(=CC2)C(F)(F)F)=O)F